FC(C(=O)O)(F)F.ClC1=CC(=C2C(=N1)C(=C(S2)[C@H]2CC=CC[C@@H]2NC)C#CCCO)NCC=2SC=CC2 4-(5-chloro-2-((1S,6S)-6-(methylamino)cyclohex-3-en-1-yl)-7-((thiophen-2-ylmethyl)amino)thieno[3,2-b]pyridin-3-yl)but-3-yn-1-ol trifluoroacetate